(S)-3-((7-((N,N-Dimethylaminosulfonyl)amino)-2-azaspiro[3.5]nonan-2-yl)methyl)pyrrolidin CN(S(=O)(=O)NC1CCC2(CN(C2)C[C@@H]2CNCC2)CC1)C